C(#N)C=1C=C2C(=NC1)C1(C(O2)(C(C(C1O)C(=O)[O-])C1=CC=CC=C1)C1=CC=C(C=C1)OC)O 3-cyano-8,8a-dihydroxy-5a-(4-methoxyphenyl)-6-phenyl-5a,7,8,8a-tetrahydro-6H-cyclopenta[4,5]furo[3,2-b]pyridine-7-carboxylate